1-(6-fluoro-4-phenyl-3,4-dihydroquinoxalin-1(2H)-yl)-3-(1H-imidazol-1-yl)propan FC=1C=C2N(CCN(C2=CC1)CCCN1C=NC=C1)C1=CC=CC=C1